OC1=C(C=C(C=C1)C=CC(CC(C=CC1=CC(=C(C=C1)OC(C=O)=O)OC)=O)=O)OC 1-(4-hydroxy-3-methoxyphenyl)-7-(4-oxoacetoxy-3-methoxyphenyl)-1,6-heptadiene-3,5-dione